ClC1=CN=C(S1)C(=O)N[C@@H]1C[C@@H](CCC1)N1C(=NC=2C=NC(=CC21)O[C@H]2COCC2)C2=C(C=CC=C2)F 5-chloro-N-((1S,3R)-3-(2-(2-fluorophenyl)-6-(((R)-tetrahydrofuran-3-yl)oxy)-1H-imidazo[4,5-c]pyridin-1-yl)cyclohexyl)thiazole-2-carboxamide